2,5-dichloro-4-(1-ethoxyvinyl)pyrimidine ClC1=NC=C(C(=N1)C(=C)OCC)Cl